ClC1=CC(=C(C=C1)NC(OC(C)(C)C)=O)C(N[C@H](C(C(=O)NC)=O)C[C@H]1C(NCC1)=O)=O tert-butyl N-[4-chloro-2-[[(1S)-3-(methylamino)-2,3-dioxo-1-[[(3S)-2-oxopyrrolidin-3-yl]methyl]propyl]carbamoyl]phenyl]carbamate